tert-butyl (1-(3-(4-(4-(2,4-dioxotetrahydropyrimidin-1(2H)-yl)phenyl)piperazin-1-yl)propanoyl)piperidin-4-yl)carbamate O=C1N(CCC(N1)=O)C1=CC=C(C=C1)N1CCN(CC1)CCC(=O)N1CCC(CC1)NC(OC(C)(C)C)=O